ClCCOC(=O)C1OC(CC1C(=O)OCC)CCl 2-chloroethoxycarbonyl-3-ethoxycarbonyl-5-chloromethyl-tetrahydrofuran